2-bromo-1-(3-methoxy-5-(trifluoromethyl)phenyl)-4-methylpentan-1-one BrC(C(=O)C1=CC(=CC(=C1)C(F)(F)F)OC)CC(C)C